methyl-d3 (2R,3S)-3-((methylsulfonyl)amino)-2-(((cis-4-phenylcyclohexyl) oxy)methyl)-piperidine-1-carboxylate CS(=O)(=O)N[C@@H]1[C@@H](N(CCC1)C(=O)OC([2H])([2H])[2H])CO[C@@H]1CC[C@@H](CC1)C1=CC=CC=C1